(S)-1-(3-Chlorophenyl)-5,5-difluoro-3-(trifluoromethyl)-1,4,5,6-tetrahydrocyclopenta[b]pyrrole ClC=1C=C(C=CC1)N1C2=C(C(=C1)C(F)(F)F)CC(C2)(F)F